C1[C@@H](N=C(S1)C2=NC3=C(S2)C=C(C=C3)O)C(=O)O The molecule is a 1,3-thiazolemonocarboxylic acid consisting of 3,5-dihydrothiophene-4-carboxylic acid having a 6-hydroxybenzothiazol-2-yl group at the 2-position. It has a role as a luciferin. It is a member of benzothiazoles, a 1,3-thiazolemonocarboxylic acid and an imidothioate. It is a conjugate acid of a Photinus luciferin(1-). It is an enantiomer of an ent-Photinus luciferin.